CN([C@H]1C[C@H](C1)NS(=O)(=O)CCC)C=1C2=C(N=CN1)NC=C2 N-[cis-3-[methyl(7H-pyrrolo[2,3-d]pyrimidin-4-yl)amino]cyclobutyl]propane-1-sulfonamide